1-[((3S)-6-butoxy-3-methyl-3,4-dihydronaphthalen-2-yl)methyl]azetidine-3-carboxylic acid C(CCC)OC=1C=C2C[C@@H](C(=CC2=CC1)CN1CC(C1)C(=O)O)C